N1C(=NC2=C1C=CC=C2)C(C)N 1-(1H-benzimidazol-2-yl)ethan-1-amine